7-cyclopentyl-2-((5-(4-((2-((2,6-dioxopiperidin-3-yl)amino)benzyl)(methyl)amino)piperidin-1-yl)pyridin-2-yl)amino)-N,N-dimethyl-7H-pyrrolo[2,3-d]pyrimidine-6-carboxamide C1(CCCC1)N1C(=CC2=C1N=C(N=C2)NC2=NC=C(C=C2)N2CCC(CC2)N(C)CC2=C(C=CC=C2)NC2C(NC(CC2)=O)=O)C(=O)N(C)C